methyl 2-(11-ethyl-1,9-diazatricyclo[6.3.1.04,12]dodeca-2,4(12),5,7-tetraen-2-yl)-7-methoxy-1-methyl-benzimidazole-5-carboxylate C(C)C1CNC2=CC=CC=3C=C(N1C32)C3=NC2=C(N3C)C(=CC(=C2)C(=O)OC)OC